2-(10-Aminodecanoylamino)-N-(4,5-dimethylthiazol-2-yl)benzamide NCCCCCCCCCC(=O)NC1=C(C(=O)NC=2SC(=C(N2)C)C)C=CC=C1